(2R,3S,4S)-4-hydroxy-2-[(4-methoxyphenyl)methyl]pyrrolidin-3-yl N-{5-[(dibenzylamino)methyl]-1,3,4-thiadiazol-2-yl}carbamate C(C1=CC=CC=C1)N(CC1=CC=CC=C1)CC1=NN=C(S1)NC(O[C@H]1[C@H](NC[C@@H]1O)CC1=CC=C(C=C1)OC)=O